FC1=C(C(=O)C2=CC=3C(=CN=C(C3)NC3=C(C=C(C=C3)N3CCN(CC3)CC)C(C(=O)N)=C)S2)C(=C(C=C1OC)OC)F (2-((2-(2,6-difluoro-3,5-dimethoxybenzoyl)thieno[2,3-c]pyridin-5-yl)amino)-5-(4-ethylpiperazin-1-yl)phenyl)acrylamide